(E)-N-(1-benzylpiperidin-4-yl)-2-(4-(3-oxo-3-phenylprop-1-en-1-yl)phenoxy)acetamide C(C1=CC=CC=C1)N1CCC(CC1)NC(COC1=CC=C(C=C1)\C=C\C(C1=CC=CC=C1)=O)=O